NC=1C2=C(N=CN1)N(C(=C2C(=O)NC2=CC=C(C=C2)COC)OCC(C)OC)C2(CC2)C 4-amino-N-(4-(methoxymethyl)phenyl)-6-(2-methoxypropoxy)-7-(1-methylcyclopropyl)-7H-pyrrolo[2,3-d]pyrimidine-5-carboxamide